N-Boc-S-methyl-isothiourea C(=O)(OC(C)(C)C)NC(SC)=N